C(#N)C(C(=O)NCCCC[C@@H](C(=O)N[C@@H](CC(C)C)B(O)O)NC(C1=C(C=CC(=C1)Cl)Cl)=O)=CC(C)C ((R)-1-((S)-6-(2-cyano-4-methylpent-2-enoylamino)-2-(2,5-dichlorobenzoylamino)hexanamido)-3-methylbutyl)boronic acid